C[Si](=[Si])C dimethyldisilane